2,6-Bis(benzyloxy)-3-(4-(4-(4-chlorophenyl)piperidin-1-yl)-3,5-difluorophenyl)pyridine C(C1=CC=CC=C1)OC1=NC(=CC=C1C1=CC(=C(C(=C1)F)N1CCC(CC1)C1=CC=C(C=C1)Cl)F)OCC1=CC=CC=C1